FC1=C(C=C(C=C1)NC(C=C=C)=O)NC1=NC(=NC=C1C1=CC=C(C=C1)C(F)(F)F)NC=1C=NN(C1)C N-(4-fluoro-3-((2-((1-methyl-1H-pyrazol-4-yl)amino)-5-(4-(trifluoromethyl)phenyl)pyrimidin-4-yl)amino)phenyl)buta-2,3-dienamide